2-((3,5-dichloro-4-(2-fluoro-4-hydroxy-3-isopropylbenzyl)phenyl)amino)-2-oxoacetic acid ClC=1C=C(C=C(C1CC1=C(C(=C(C=C1)O)C(C)C)F)Cl)NC(C(=O)O)=O